NC=1C=CC(=C2CN(C(C12)=O)CC(C#N)=C)C=1C=C2C(=NNC2=CC1)C=1CCNCC1 2-({7-amino-1-oxo-4-[3-(1,2,3,6-tetrahydropyridin-4-yl)-1H-indazol-5-yl]-2,3-dihydro-1H-isoindol-2-yl}methyl)prop-2-enenitrile